5-(1-((3-ethyloxetan-3-yl)methyl)piperidin-4-yl)-2-(4-isopropyl-5-(8-methoxy-[1,2,4]triazolo[1,5-a]pyridin-6-yl)-1H-pyrazol-3-yl)thiazole C(C)C1(COC1)CN1CCC(CC1)C1=CN=C(S1)C1=NNC(=C1C(C)C)C=1C=C(C=2N(C1)N=CN2)OC